(S)-quinuclidin-3-yl (7-(2,5-dichlorophenyl)thiochroman-4-yl)carbamate ClC1=C(C=C(C=C1)Cl)C1=CC=C2C(CCSC2=C1)NC(O[C@@H]1CN2CCC1CC2)=O